3-(2,6-Difluoro-3,5-dimethoxyphenyl)-1-(2-pyrazin-2-ylethyl)-1,3,4,7-tetrahydro-2H-pyrazolo[4',3':5,6]pyrido[4,3-d]pyrimidin-2-one FC1=C(C(=C(C=C1OC)OC)F)N1C(N(C2=C(C1)C=NC1=C2C=NN1)CCC1=NC=CN=C1)=O